1-(4Z,7Z,10Z,13Z,16Z,19Z-docosahexaenoyl)-2-tetradecanoyl-glycero-3-phosphoserine CCCCCCCCCCCCCC(=O)O[C@H](COC(=O)CC/C=C\C/C=C\C/C=C\C/C=C\C/C=C\C/C=C\CC)COP(=O)(O)OC[C@@H](C(=O)O)N